tert-butyl 4-((3-(4-((3-(2,3-difluoro-4-methoxyphenyl)imidazo[1,2-a]pyrazin-8-yl)amino)-2-ethylbenzamido)propyl)carbamoyl)piperidine-1-carboxylate FC1=C(C=CC(=C1F)OC)C1=CN=C2N1C=CN=C2NC2=CC(=C(C(=O)NCCCNC(=O)C1CCN(CC1)C(=O)OC(C)(C)C)C=C2)CC